OC=1C=C(C=C(C#N)C1)C#N 5-hydroxyisophthalonitrile